N=1CC(C=CC1)=O Pyridin-3(2H)-one